(3R)-3-methyl-4-(6-methyl-7-(methyl-d3)-2-(1H-pyrazol-3-yl)-6,7,8,9-tetrahydro-2H-1,2,3,7-tetraazabenzo[cd]azulene-4-yl)morpholine C[C@H]1N(CCOC1)C=1C=C2C3=C(N(N=C3CCN(C2C)C([2H])([2H])[2H])C2=NNC=C2)N1